ethyl 3-acetyl-1H-pyrazole-5-carboxylate C(C)(=O)C1=NNC(=C1)C(=O)OCC